[Na+].CC(=CCCCCC)C(=O)[O-] oct-2-ene-2-carboxylic acid sodium salt